BrC=1C=C2CCCC(C2=CC1OC)=O 6-bromo-7-methoxy-3,4-dihydronaphthalen-1(2H)-one